(S)-3-(3,6-Dimethyl-1H-pyrazolo[3,4-b]pyridin-4-yl)-2-(5-fluoropyridin-2-yl)-6-(methyl-d3)-6-(trifluoromethyl)-6,7-dihydro-4H-pyrazolo[5,1-c][1,4]oxazine CC1=NNC2=NC(=CC(=C21)C=2C(=NN1C2CO[C@@](C1)(C(F)(F)F)C([2H])([2H])[2H])C1=NC=C(C=C1)F)C